C(CCC\C=C/CCCC)O cis-5-decenol